N,N-dimethyl-3-((R)-3-(naphthalene-1-oxy)-1-phenylpropoxy)-1-phenylpropan-1-amine hydrochloride Cl.CN(C(CCO[C@H](CCOC1=CC=CC2=CC=CC=C12)C1=CC=CC=C1)C1=CC=CC=C1)C